CCCCCCCCC/C=C/[C@H]([C@H](COP(=O)(O)OCCN)NC(=O)CCCCCCCCCCC/C=C\\CCCCCCCC)O The molecule is a N-acyltetradecasphingosine-1-phosphoethanolamine in which the acyl group specified is (13Z)-docosenoyl. It is a ceramide phosphoethanolamine (36:2) and a N-acyltetradecasphingosine-1-phosphoethanolamine. It derives from an erucic acid.